3-cyclopropoxy-4-(2-(N-((4-(trifluoromethyl)pyridin-3-yl)methyl)-(2,3,4,5,6-pentafluoro-phenyl)sulfonamido)-N-(3-(pyrrolidin-1-yl)benzyl)acetamido)benzoic acid C1(CC1)OC=1C=C(C(=O)O)C=CC1N(C(CN(S(=O)(=O)C1=C(C(=C(C(=C1F)F)F)F)F)CC=1C=NC=CC1C(F)(F)F)=O)CC1=CC(=CC=C1)N1CCCC1